hydroxyphosphanium O[PH3+]